2-(7-bromo-1H-indol-3-yl)-5-chloro-2-phenylindol-3-one BrC=1C=CC=C2C(=CNC12)C1(NC2=CC=C(C=C2C1=O)Cl)C1=CC=CC=C1